(R)-5-(2-(dimethylamino)ethoxy)-2-methyl-N-(1-(3-(1-methyl-1H-pyrazol-4-yl)-5-(1-(oxetan-3-yl)-1H-pyrazol-4-yl)phenyl)ethyl)benzamide CN(CCOC=1C=CC(=C(C(=O)N[C@H](C)C2=CC(=CC(=C2)C=2C=NN(C2)C2COC2)C=2C=NN(C2)C)C1)C)C